FC=1C(=C(C=CC1)C(C)(C)NC(C[C@H]1N(CCC1)C)=O)OC (S)-N-(2-(3-fluoro-2-methoxyphenyl)propan-2-yl)-2-(1-methylpyrrolidin-2-yl)acetamide